(S)-2-((tert-butoxycarbonyl)amino)-4-((3-phenylpropyl)(4-(5,6,7,8-tetrahydro-1,8-naphthyridin-2-yl)butyl)amino)butanoic acid C(C)(C)(C)OC(=O)N[C@H](C(=O)O)CCN(CCCCC1=NC=2NCCCC2C=C1)CCCC1=CC=CC=C1